4-(1-(1-ethoxyethyl)-1H-pyrazol-4-yl)-2-methoxybenzoic acid methyl ester COC(C1=C(C=C(C=C1)C=1C=NN(C1)C(C)OCC)OC)=O